(4-(1-methylcyclopropyl)phenyl)boronic acid CC1(CC1)C1=CC=C(C=C1)B(O)O